2-(3-ethylsulfanyl-pyridin-2-yl)-6-trifluoromethyl-oxazolo[5,4-b]pyridine C(C)SC=1C(=NC=CC1)C=1OC2=NC=C(C=C2N1)C(F)(F)F